tert-butyl (((1r,4r)-4-((4-(3-((2-(2,6-dioxopiperidin-3-yl)-1-oxoisoindolin-5-yl)methyl)ureido)phenoxy)methyl)cyclohexyl)methyl)carbamate O=C1NC(CCC1N1C(C2=CC=C(C=C2C1)CNC(NC1=CC=C(OCC2CCC(CC2)CNC(OC(C)(C)C)=O)C=C1)=O)=O)=O